C(CCCCCCC)C1C(C1)COC(CCCCCOCC(COCCCCCCCCCC)N(C)C)=O (2-octylcyclopropyl)methyl-6-(3-(decyloxy)-2-(dimethylamino)propoxy)hexanoate